pentaerythritol dioctadecyl-diphosphite C(CCCCCCCCCCCCCCCCC)P(OP(O)(O)CCCCCCCCCCCCCCCCCC)(O)O.OCC(CO)(CO)CO